COC=1C=C2CCN=C(C2=CC1OC)CC1=CC(=C(C(=C1)OC)OC)OC 6,7-dimethoxy-1-(3,4,5-trimethoxybenzyl)-3,4-dihydroisoquinoline